ethyl 1-(6-(3-hydroxyprop-1-ynyl)pyrazin-2-yl)piperidine-4-carboxylate OCC#CC1=CN=CC(=N1)N1CCC(CC1)C(=O)OCC